rac-2-(4,7-Dichloro-6-(4-(3-oxopropyl)phenyl)-2H-indazol-2-yl)-2-((R)-6-fluoro-6,7-dihydro-5H-pyrrolo[1,2-c]imidazol-1-yl)-N-(thiazol-2-yl)acetamide ClC=1C2=CN(N=C2C(=C(C1)C1=CC=C(C=C1)CCC=O)Cl)[C@@H](C(=O)NC=1SC=CN1)C1=C2N(C=N1)C[C@@H](C2)F |&1:21|